C(CCC)NC([C@H](CC1=CC=CC=C1)NC(C(C(C)(C)C)/N=C/C1=C(C=CC=C1)P(C1=CC=CC=C1)C1=CC=CC=C1)=O)=O N-((S)-1-(butylamino)-1-oxo-3-phenylpropan-2-yl)-2-(((E)-2-(diphenylphosphaneyl)benzylidene)amino)-3,3-dimethylbutanamide